FC=1C=C(C=CC1OC1=CC=NC2=CC(=C(C=C12)OC)OCCCN1CCN(CC1)C)NC(=O)C1(CC1)C(=O)NC1=CC=C(C=C1)F N-{3-Fluoro-4-[(6-(methyloxy)-7-{[3-(4-methylpiperazin-1-yl)propyl]oxy}chinolin-4-yl)oxy]phenyl}-N'-(4-fluorophenyl)cyclopropan-1,1-dicarboxamid